(S)-8-((1-(3-bromopropyl)cyclopropyl)methoxy)-7-methoxy-2-(4-methoxyphenyl)-5-oxo-11,11a-dihydro-1H-benzo[e]pyrrolo[1,2-a][1,4]diazepine-10(5H)-carboxylic acid allyl ester C(C=C)OC(=O)N1C[C@H]2N(C(C3=C1C=C(C(=C3)OC)OCC3(CC3)CCCBr)=O)C=C(C2)C2=CC=C(C=C2)OC